FC1(CN(CCC1N1N=CC(=C1)C1=C(N=NC(=C1)C1=C(C=CC=C1)OCOC)N)C(=O)OC(C)(C)C)F tert-butyl 3,3-difluoro-4-[(1R)-4-[3-amino-6-[2-(methoxymethoxy)phenyl] pyridazin-4-yl]pyrazol-1-yl]piperidine-1-carboxylate